2-cyclohexylethanamine C1(CCCCC1)CCN